2-{3-[2-amino-6-(6-methoxypyridin-3-yl)-7H-pyrrolo[2,3-d]pyrimidin-4-yl]-2-(hydroxymethyl)phenyl}-6-cyclopropyl-8-fluoroisoquinolin-1(2H)-one NC=1N=C(C2=C(N1)NC(=C2)C=2C=NC(=CC2)OC)C=2C(=C(C=CC2)N2C(C1=C(C=C(C=C1C=C2)C2CC2)F)=O)CO